C(=O)O.N=1CC(N=CC1)=O pyrazin-3-one formate